CC=1C=C(C=C(C1)C)NC1=NC=C(C(=N1)NC=1C=C(C2=C(NC(O2)=O)C1)C)C 5-(2-(3,5-dimethylphenylamino)-5-methylpyrimidin-4-ylamino)-7-methylbenzo[d]oxazol-2(3H)-one